N1(C=NC=C1)CCCNC(OCC1=CC=CC=C1)=O Benzyl (3-(1H-imidazol-1-yl)propyl)carbamate